O=C1NC(CCC1N1C(C2=CC=C(C=C2C1=O)N1CCN(CC1)CC1CCC(CC1)OCC1CCN(CC1)C(=O)OCC1=CC=CC=C1)=O)=O benzyl 4-[[4-[[4-[2-(2,6-dioxo-3-piperidyl)-1,3-dioxo-isoindolin-5-yl]piperazin-1-yl]methyl]cyclohexoxy]methyl]piperidine-1-carboxylate